CN(C)B(Br)N(C)C Bis(dimethylamino)bromoborane